C(C)(C)(C)OC(=O)N1C[C@H](OCC1)COC=1C=C(C=2N(C1)N=CC2C#N)Br (S)-2-(((4-bromo-3-cyanopyrazolo[1,5-a]pyridin-6-yl)oxy)methyl)morpholine-4-carboxylic acid tert-butyl ester